(5-chloro-pyrazin-2-yl)-cyclopropane-carboxylic acid ClC=1N=CC(=NC1)C1(CC1)C(=O)O